(S)-2-amino-3-(4-((2-(3,5-dichlorophenyl)benzo[d]oxazole-6-carbonyl)oxy)phenyl)propanoic acid hydrochloride Cl.N[C@H](C(=O)O)CC1=CC=C(C=C1)OC(=O)C1=CC2=C(N=C(O2)C2=CC(=CC(=C2)Cl)Cl)C=C1